(S)-2-((tert-butoxycarbonyl)amino)-3-(diethoxyphosphoryl)propionic acid ethyl ester C(C)OC([C@@H](CP(=O)(OCC)OCC)NC(=O)OC(C)(C)C)=O